FC(C1=CC=C(C=N1)N)(F)F 6-(trifluoromethyl)-3-aminopyridine